NC=1C(=C2C(=NC1C#N)N(C=N2)C(F)F)C2=C(C(=CC=C2C)OC)C 6-Amino-3-(difluoromethyl)-7-(3-methoxy-2,6-dimethylphenyl)-3H-imidazo[4,5-b]pyridine-5-carbonitrile